FC(C(=O)O)(F)F.ClC1=CC=C(N=N1)C(=O)NC([2H])([2H])[2H] 6-chloro-N-(methyl-d3)pyridazine-3-carboxamide trifluoroacetate